tert-butyl N-[3-(2-bromo-3-chloro-phenyl)-2-hydroxy-propyl]-N-(2-hydroxyethyl)carbamate BrC1=C(C=CC=C1Cl)CC(CN(C(OC(C)(C)C)=O)CCO)O